3-Chloro-N-phenylbutanamide CC(CC(=O)NC1=CC=CC=C1)Cl